((2R,6R,7aS)-2-(((1R,5S)-8-oxo-3-azabicyclo[3.2.1]oct-3-yl)methyl)-6-fluorotetrahydro-1H-pyrrolizin-7a(5H)-yl)methanol O=C1[C@H]2CN(C[C@@H]1CC2)C[C@H]2C[C@]1(C[C@H](CN1C2)F)CO